1-hydroxy-3-(1-naphthoxy)-2-propanone OCC(COC1=CC=CC2=CC=CC=C12)=O